BrCCN1C[C@H](N([C@H](C1)C)C(=O)OC(C)(C)C)C tert-butyl (2R,6S)-4-(2-bromoethyl)-2,6-dimethylpiperazine-1-carboxylate